5-(4-(5-((1-(3-aminopropanoyl)-2,2,6,6-tetramethylpiperidin-4-yl)(methyl)amino)pyrazin-2-yl)-3-hydroxyphenyl)pyrimidin-2(1H)-one NCCC(=O)N1C(CC(CC1(C)C)N(C=1N=CC(=NC1)C1=C(C=C(C=C1)C=1C=NC(NC1)=O)O)C)(C)C